[Ru+2].ClCC1=CC=C(C=C1)S(=O)(=O)N[C@@H]([C@@H](C1=CC=CC=C1)NCCOCC1=CC=C(C=C1)C)C1=CC=CC=C1 Chloro[(R,R)-N-[2-[2-(4-methylbenzyloxy)ethyl]amino-1,2-diphenylethyl]-p-toluenesulfonamide] ruthenium (II)